5-bromo-1-(3-nitrobenzenesulfonyl)-1H-pyrrole-3-carbaldehyde BrC1=CC(=CN1S(=O)(=O)C1=CC(=CC=C1)[N+](=O)[O-])C=O